CSSCCO 2-(methyldisulfaneyl)ethan-1-ol